N1=C(N=CC=C1)C=1C=CC=C(C1)C1=CC(=CC(=C1)C1=CC=CC(=C1)C1=NC=CC=N1)C1=CC=CC(=C1)C1=NC=CC=N1 1,3,5-tri(5-pyrimidylphenyl)benzene